4-[[3-[4-[2-(2-amino-3-pyridyl)-5-phenyl-imidazo[4,5-b]pyridin-3-yl]-2-fluoro-phenyl]azetidin-1-yl]methyl]cyclohexanecarboxylic acid NC1=NC=CC=C1C1=NC=2C(=NC(=CC2)C2=CC=CC=C2)N1C1=CC(=C(C=C1)C1CN(C1)CC1CCC(CC1)C(=O)O)F